N-(5-hydroxy-pyridin-2-yl)-6-methoxy-hexanamide OC=1C=CC(=NC1)NC(CCCCCOC)=O